Benzyl (4S)-4-[(2S)-3-(benzyloxy)-2-(phenylformamido)propanamido]-2,2,6-trimethyl-3-oxoheptanoate C(C1=CC=CC=C1)OC[C@@H](C(=O)N[C@H](C(C(C(=O)OCC1=CC=CC=C1)(C)C)=O)CC(C)C)NC(=O)C1=CC=CC=C1